COC1=CC=C(C=N1)CN1C2CN(CC1C2)C2=CC=C(C=N2)C=2C=1N(C=C(C2)OCC(C)=O)N=CC1C#N 4-(6-(6-((6-methoxypyridin-3-yl)methyl)-3,6-diazabicyclo[3.1.1]heptan-3-yl)pyridine-3-yl)-6-(2-oxopropoxy)pyrazolo[1,5-a]pyridine-3-carbonitrile